ClC1=C(C=CC(=C1)NC=1N=C(C2=C(N1)SC=C2C)NC2(CC2)C)NC(=O)NC2CC2 1-(2-chloro-4-((5-methyl-4-((1-methylcyclopropyl)amino)thieno[2,3-d]pyrimidin-2-yl)amino)phenyl)-3-cyclopropylurea